methyl 2-(4-(2-((4-chloro-2-fluorobenzyl)oxy)pyridin-3-yl)benzyl)-1-(oxazol-5-ylmethyl)-1H-benzo[d]imidazole-6-carboxylate ClC1=CC(=C(COC2=NC=CC=C2C2=CC=C(CC3=NC4=C(N3CC3=CN=CO3)C=C(C=C4)C(=O)OC)C=C2)C=C1)F